COC1=CC=2N(C=C1)C(=CN2)CC(C)N 1-(7-methoxyimidazo[1,2-a]pyridin-3-yl)propan-2-amine